6-(4-(4H-1,2,4-triazol-3-yl)phenyl)-4-((tetrahydro-2H-pyran-4-yl)methyl)-3,4-dihydropyrazino[2,3-b]pyrazin-2(1H)-one N=1N=C(NC1)C1=CC=C(C=C1)C=1N=C2C(=NC1)NC(CN2CC2CCOCC2)=O